tert-butyl 3-oxo-4-(1-((2-(trimethylsilyl)ethoxy)methyl)-1H-pyrrolo[2,3-b]pyridin-3-yl)piperazine-1-carboxylate O=C1CN(CCN1C1=CN(C2=NC=CC=C21)COCC[Si](C)(C)C)C(=O)OC(C)(C)C